BrC(C)(C)C1=CC=C(C=C1)CC 2-bromo-2-(4-ethylphenyl)propane